C(C)[N+](CCC)(CCCCCCCCCCCCCCCCCC)[O-] N-ethyl-N-propyloctadecylamine N-oxide